4-amino-5-(pyridin-3-yl)-4H-1,2,4-triazole NN1C=NN=C1C=1C=NC=CC1